N-[1-[3-[5,7-difluoro-2-(4-fluorophenyl)-1H-indol-3-yl]cyclobutyl]pyrazol-3-yl]acetamide FC=1C=C2C(=C(NC2=C(C1)F)C1=CC=C(C=C1)F)C1CC(C1)N1N=C(C=C1)NC(C)=O